(3-fluoro-1H-pyrrolo[3,2-c]pyridin-2-yl)methylamine FC1=C(NC2=C1C=NC=C2)CN